(S)-2-(8-(4-acetamidophenyl)-4-oxoquinazolin-3(4H)-yl)-3-hydroxypropanoic acid C(C)(=O)NC1=CC=C(C=C1)C=1C=CC=C2C(N(C=NC12)[C@H](C(=O)O)CO)=O